(R)-2-(4-chloro-1-isopropyl-1H-pyrazol-5-yl)-4-(1-(4-(1-ethyl-4-(trifluoromethyl)-1H-imidazol-2-yl)-3-methoxyphenyl)ethyl)-6,7-dihydro-[1,2,4]triazolo[1,5-a]pyrimidin-5(4H)-one ClC=1C=NN(C1C1=NN2C(N(C(CC2)=O)[C@H](C)C2=CC(=C(C=C2)C=2N(C=C(N2)C(F)(F)F)CC)OC)=N1)C(C)C